5-((6-fluoro-5-(2'-hydroxy-[1,1'-biphenyl]-4-yl)-1H-benzo[d]imidazol-2-yl)oxy)-2-methylbenzonitrile FC=1C(=CC2=C(NC(=N2)OC=2C=CC(=C(C#N)C2)C)C1)C1=CC=C(C=C1)C1=C(C=CC=C1)O